OC1(C(C(=O)C2=CC=CC=C2)C=CC(=C1)OC)O 2,2-dihydroxy-4-methoxybenzophenone